ethyl 2-(4-((tert-butoxycarbonyl)amino)phenyl)nicotinate C(C)(C)(C)OC(=O)NC1=CC=C(C=C1)C1=C(C(=O)OCC)C=CC=N1